N-[2,8-dimethylimidazo[1,2-a]pyridin-6-yl]-3-fluoro-5-(3-methylpiperazin-1-yl)thiophene-2-carboxamide CC=1N=C2N(C=C(C=C2C)NC(=O)C=2SC(=CC2F)N2CC(NCC2)C)C1